FC1=CC=C(C=C1)C=1C=C2C(NC=NC2=C(C1)S(=O)(=O)C)=O 6-(4-fluorophenyl)-8-(methylsulfonyl)quinazolin-4(3H)-one